2-chloro-4-((2-ethylbenzofuran-7-yl)oxy)benzoic acid ClC1=C(C(=O)O)C=CC(=C1)OC1=CC=CC=2C=C(OC21)CC